C(C)C(CNCCCN)CC N-(2-ethylbutyl)propane-1,3-diamine